FCCCCCC(=O)N 3-fluoropropyl-3-propanoamide